6-(azidomethyl)-1H-indole N(=[N+]=[N-])CC1=CC=C2C=CNC2=C1